N1N=CC2=CC(=CC=C12)NC1=NN(C=C1C)C=1C=C(C=CC1)NC(=O)C=1C=NN(C1)C N-(3-(3-((1H-indazol-5-yl)amino)-4-methyl-1H-pyrazol-1-yl)phenyl)-1-methyl-1H-pyrazole-4-carboxamide